C(C)(=O)OCCN1CCC(CC1)N1CCC(=CC1)C1=CC(=C(C=C1)N)OC 2-(4-(4-(4-amino-3-methoxy phenyl)-3,6-dihydropyridin-1(2H)-yl)piperidin-1-yl)ethyl acetate